CC1=NC2=C(N1)C=C(C=C2C)C2=CC1=C(N=C(S1)C1CCNCC1)C=C2 6-(2,4-Dimethyl-1H-benzimidazol-6-yl)-2-(piperidin-4-yl)-1,3-benzothiazol